N-[6-chloro-2-[2-(1,3-dioxoisoindolin-2-yl)propionyl]-3-(methylsulfonylmethyl)-[1,2,4]triazolo[4,3-a]pyridin-3-yl]-2-(1,3-dioxoisoindolin-2-yl)acrylamide ClC=1C=CC=2N(C1)C(N(N2)C(C(C)N2C(C1=CC=CC=C1C2=O)=O)=O)(CS(=O)(=O)C)NC(C(=C)N2C(C1=CC=CC=C1C2=O)=O)=O